4-[2-(N-[(rac)-3,3-difluorocyclohexyl]anilino)-2-oxo-ethyl]-1-(indoline-1-carbonyl)piperidine-4-carboxylic acid methyl ester COC(=O)C1(CCN(CC1)C(=O)N1CCC2=CC=CC=C12)CC(=O)N(C1=CC=CC=C1)[C@H]1CC(CCC1)(F)F |r|